O1[C@@H](COCC1)COC=1N2CCC3=C(C2=C(C(C1)=O)C)C=CC(=C3)OCC3COCCC3 4-[[(2S)-1,4-dioxan-2-yl]methoxy]-1-methyl-9-(tetrahydropyran-3-ylmethoxy)-6,7-dihydrobenzo[a]quinolizin-2-one